uranium-arsenic [As].[U]